N-(2-((4-(2-((4-(1H-Imidazol-1-yl)benzyl)((1-methyl-1H-indazol-5-yl)methyl)amino)ethyl)phenyl)carbamoyl)-4,5-dimethoxyphenyl)-4-oxo-4H-chromene-2-carboxamide N1(C=NC=C1)C1=CC=C(CN(CCC2=CC=C(C=C2)NC(=O)C2=C(C=C(C(=C2)OC)OC)NC(=O)C=2OC3=CC=CC=C3C(C2)=O)CC=2C=C3C=NN(C3=CC2)C)C=C1